ClC=1C=C(C=C(C1)Cl)C=1OC2=C(N1)C=CC(=C2)C(=O)Cl 2-(3,5-dichlorophenyl)benzo[d]Oxazole-6-carbonyl chloride